CN1CC(CCC1)(C)C1=NOCC(O1)CN1CCCCC1 3-(1,3-dimethylpiperidin-3-yl)-5-(piperidin-1-ylmethyl)-5,6-dihydro-1,4,2-dioxazine